Diethyl (-)-D-tartrate C(=O)(OCC)[C@@H](O)[C@H](O)C(=O)OCC